ClC1=C(OC=2C=CC(=C(C2)S(=O)(=O)NC2CC(C2)C(=O)OC)OCC2=CC=C(C=C2)OC)C(=CC(=C1)N1N=C(C(NC1=O)=O)C(F)F)Cl methyl 3-[[5-[2,6-dichloro-4-[6-(difluoromethyl)-3,5-dioxo-1,2,4-triazin-2-yl]phenoxy]-2-[(4-methoxyphenyl)methoxy]phenyl]sulfonylamino]cyclobutanecarboxylate